O1N=C(C2=C1C=CC=C2)C2=C(C=CC=C2)[C@H](CC2=CC=CC(=N2)C(=O)O)N[S@@](=O)C(C)(C)C 6-{(S)-2-[2-(Benzo[d]isoxazol-3-yl)phenyl]-2-[((S)-tert-butylsulfinyl)amino]ethyl}pyridine-2-carboxylic acid